3-(5-hydroxy-1-oxoisoindolin-2-yl)-1-(4-methoxybenzyl)piperidine-2,6-dione OC=1C=C2CN(C(C2=CC1)=O)C1C(N(C(CC1)=O)CC1=CC=C(C=C1)OC)=O